4-(phenylthio)-3-methylphenyldiphenylsulfonium perfluorobutanesulfonate FC(C(C(C(F)(F)F)(F)F)(F)F)(S(=O)(=O)[O-])F.C1(=CC=CC=C1)SC1=C(C=C(C=C1)[S+](C1=CC=CC=C1)C1=CC=CC=C1)C